(S)-4-(2-(4-(2-acetyl-5-chlorophenyl)-3-methoxy-6-oxopyridazin-1(6H)-yl)-3-phenylpropionamido)-2-methoxybenzoic acid C(C)(=O)C1=C(C=C(C=C1)Cl)C=1C(=NN(C(C1)=O)[C@H](C(=O)NC1=CC(=C(C(=O)O)C=C1)OC)CC1=CC=CC=C1)OC